C1=CC(=CC(=C1)NC(=O)N)N N-(3-aminophenyl)urea